N-(TRIS(hydroxymethyl)methyl)glycine OCC(NCC(=O)O)(CO)CO